NC=1C(=CC2=C(N=C(S2)C)C1)C(=O)NC1CCCC1 5-amino-N-cyclopentyl-2-methylbenzo[d]thiazole-6-carboxamide